BrC1=CC=C2N=CC=3N(C2=C1)C(=CN3)C3CCOCC3 8-bromo-1-(tetrahydro-2H-pyran-4-yl)-imidazo[1,2-a]Quinoxaline